tert-Butyl 3-(4-fluoro-1-{2-oxo-2-[(2S)-2-(trifluoromethyl)pyrrolidin-1-yl]ethyl}-1H-pyrazolo[3,4-c]pyridin-3-yl)azetidine-1-carboxylate FC1=C2C(=CN=C1)N(N=C2C2CN(C2)C(=O)OC(C)(C)C)CC(N2[C@@H](CCC2)C(F)(F)F)=O